C(CCC)C=1C=CC(=NC1)C(=O)NNC(=O)C1=CC=NC2=CC=CC=C12 N'-(5-butylpicolinoyl)quinoline-4-carbohydrazide